(4R,5S)-5-fluoro-1-[4-({8-[3-(methanesulfonylmeth-yl)azetidin-1-yl]-2,7-naphthyridin-3-yl}amino)pyrimidin-2-yl]-3,3-dimethylpiperidin-4-ol F[C@@H]1[C@@H](C(CN(C1)C1=NC=CC(=N1)NC=1N=CC2=C(N=CC=C2C1)N1CC(C1)CS(=O)(=O)C)(C)C)O